5-(methylamino)-2-(1-naphthyl)-4-cyanooxazole CNC1=C(N=C(O1)C1=CC=CC2=CC=CC=C12)C#N